N-(1-(2,6-Dimethoxyphenyl)-2-(6-ethoxypyridin-2-yl)-1H-imidazo[4,5-b]pyrazin-5-yl)-1-(3-hydroxyazetidin-3-yl)methanesulfonamide COC1=C(C(=CC=C1)OC)N1C(=NC=2C1=NC=C(N2)NS(=O)(=O)CC2(CNC2)O)C2=NC(=CC=C2)OCC